C(C)(C)(C)[C@@H]1CC=2C=C3C(=NC2CC1)SC(=N3)C(=O)N[C@H](CCN3CC(CC3)O)C3=CC=C(C=C3)C3=CNC(C=C3)=O |r| rac-(7S)-7-tert-butyl-N-[rac-(1R)-3-(3-hydroxypyrrolidin-1-yl)-1-[4-(6-oxo-1H-pyridin-3-yl)phenyl]propyl]-5,6,7,8-tetrahydrothiazolo[5,4-b]quinoline-2-carboxamide